5-(3-methoxyphenyl)-7-(methoxymethyl)pyrazolo[1,5-a]Pyrimidine-3-carboxylic acid COC=1C=C(C=CC1)C1=NC=2N(C(=C1)COC)N=CC2C(=O)O